F[C@H]1[C@@H](CNC1)NC1=NC(=CC=C1)C1=CN=C2N1C=C(C=C2)C=2C=NN(C2)C N-((3R,4R)-4-fluoro-pyrrolidin-3-yl)-6-(6-(1-methyl-1H-pyrazol-4-yl)imidazo[1,2-a]pyridin-3-yl)pyridin-2-amine